2-octadecene CC=CCCCCCCCCCCCCCCC